tert-butyl (2R,6S)-4-(3-formylphenyl)-2,6-dimethylpiperazin-1-carboxylate C(=O)C=1C=C(C=CC1)N1C[C@H](N([C@H](C1)C)C(=O)OC(C)(C)C)C